2-(hydroxymethyl)oxolan OCC1OCCC1